ClC1=C(CN2N=C(C3=CC=CC=C23)C(C)(C)O)C=CC(=C1)Cl 2-[1-(2,4-dichlorobenzyl)-1H-indazol-3-yl]propan-2-ol